N(=[N+]=[N-])CC1N(CCC1)CC1=C2CCCC2=C(C=C1OCC=1C=C(C=NC1)C#N)OCC=1C(=C(C=CC1)C1=CC=CC=C1)C 5-{[(4-{[2-(azidomethyl)pyrrolidin-1-yl]methyl}-7-({2-methyl-[1,1'-biphenyl]-3-yl}methoxy)-2,3-dihydro-1H-inden-5-yl)oxy]methyl}pyridine-3-carbonitrile